ClC1=C(C(=O)NCC(=O)N[C@@H](CC(C)C)B2OC(CN([C@@H](C(O2)=O)C)C)=O)C=C(C=C1)Cl 2,5-dichloro-N-(2-(((R)-1-((R)-5,6-dimethyl-4,8-dioxo-1,3,6,2-dioxazaborocan-2-yl)-3-methylbutyl)amino)-2-oxoethyl)benzamide